4-(difluoromethyl)-2-[(3S)-4,4-difluoropyrrolidin-3-yl]oxy-5-fluoro-pyridine FC(C1=CC(=NC=C1F)O[C@H]1CNCC1(F)F)F